1-(2,6-diethylphenyl)-5-{[3-fluoro-4-(6-fluoro-2-methylpyridin-3-yl)phenyl]methyl}-6-hydroxy-2-(1-methyl-1H-pyrazol-3-yl)-1,4-dihydropyrimidin-4-one C(C)C1=C(C(=CC=C1)CC)N1C(=NC(C(=C1O)CC1=CC(=C(C=C1)C=1C(=NC(=CC1)F)C)F)=O)C1=NN(C=C1)C